C1(C=CC(N1CC1CCC(CC1)C(=O)O)=O)=O.C1(CCC(N1)=O)=O succinimide 4-(maleimidomethyl)cyclohexane-1-carboxylate